lithium (hydrogen) carbonate C(O)([O-])=O.[Li+]